tri-n-butoxyvanadium (V) C(CCC)O[V+2](OCCCC)OCCCC